C(C)(=O)O[C@H]1[C@H](O[C@@H]([C@@H]([C@H]1OC(C)=O)OC(C)=O)SCCCCC=C)COC(C)=O (2R,3S,4S,5R,6R)-2-(acetoxymethyl)-6-(hex-5-en-1-ylthio)tetrahydro-2H-pyran-3,4,5-triyl triacetate